7-chloro-3-(6-methyl-5-(pyrrolidin-3-yloxy)pyrazin-2-yl)-1H-indole 2,2,2-trifluoroacetate FC(C(=O)O)(F)F.ClC=1C=CC=C2C(=CNC12)C1=NC(=C(N=C1)OC1CNCC1)C